C(#C)C=1SC=C(N1)NC(=O)N1CCN(CC1)C1=CC=C(C=C1)C1=CC=CC=2N1C=CN2 N-(2-ethynyl-thiazol-4-yl)-4-(4-(imidazo[1,2-a]pyridin-5-yl)phenyl)piperazine-1-carboxamide